FC(C=1C=C(C(=O)N[C@@H](C)C2=NC(=NN2C=2SC(=CN2)C(=O)O)C)C=C(C1)C(F)(F)F)(F)F 2-[5-[(1S)-1-[[3,5-bis(trifluoromethyl)benzoyl]amino]ethyl]-3-methyl-1,2,4-triazol-1-yl]thiazole-5-carboxylic acid